C(CCCCCCC\C=C/C=C/C=C\CCCC)O punicyl alcohol